[N+](=O)([O-])C1=C(C=CC=C1)NS(=O)(=O)C1CC1 N-(2-nitrophenyl)cyclopropanesulfonamide